ClCC\C=C\CCCCCC(OC)OC (3E)-1-chloro-10,10-dimethoxy-3-decene